Serine-13C3 N[13C@@H]([13CH2]O)[13C](=O)O